2-[2-(1-piperidinyl)ethoxy]propyl-N-methyl-N-isopropyl-amine N1(CCCCC1)CCOC(CN(C(C)C)C)C